(S)-12-(4-((((9H-fluoren-9-yl)methoxy)carbonyl)amino)butyl)-11,14-dioxo-4,7,17,20-tetraoxa-10,13-diazatricos-22-ynoic acid C1=CC=CC=2C3=CC=CC=C3C(C12)COC(=O)NCCCC[C@@H](C(NCCOCCOCCC(=O)O)=O)NC(CCOCCOCC#C)=O